ClC1=C(C=C(C=C1)C(F)(F)F)C1=CC(=CC=C1)[C@H](C(=O)N1CC2=C(CCC1)N=C(NC2=O)C2(CC2)C2=CC=CC=C2)O (R)-6-(2-(2'-chloro-5'-(trifluoromethyl)-[1,1'-biphenyl]-3-yl)-2-hydroxyacetyl)-2-(1-phenylcyclopropyl)-3,5,6,7,8,9-hexahydro-4H-pyrimido[5,4-c]azepin-4-one